(2-chloro-1,6-naphthyridin-7-yl)methylamine ClC1=NC2=CC(=NC=C2C=C1)CN